Tert-butyl 3-(7-bromo-2-chloro-3-cyano-8-fluoroquinolin-4-yl)-2,5-dihydro-1H-pyrrole-1-carboxylate BrC1=CC=C2C(=C(C(=NC2=C1F)Cl)C#N)C=1CN(CC1)C(=O)OC(C)(C)C